CC1=NC=CC(=N1)N 2-methylpyrimidin-4-amine